ClC1=CC(=C(C=C1)CC(C)=O)C1=CC(=NC=C1OC)OC 1-(4-chloro-2-(2,5-dimethoxypyridin-4-yl)phenyl)propanone